NN1CCC(CC1)CCN1C[C@H](N(CC1)C1=CC=C(C=C1)C1C(NC(CC1)=O)=O)C 3-(4-((R)-4-(2-(1-aminopiperidin-4-yl)ethyl)-2-methylpiperazin-1-yl)phenyl)piperidine-2,6-dione